O1C(CCCC1)N1N=CC=C1C1CC(CCC1)CC(=O)O (3-(1-(tetrahydro-2H-pyran-2-yl)-1H-pyrazol-5-yl)cyclohexyl)acetic acid